C(C)N1C(N(C2=NC(=NC=C12)SC)C1CC(C1)C#N)=O 3-(7-ethyl-2-(methylthio)-8-oxo-7,8-dihydro-9H-purin-9-yl)cyclobutane-1-carbonitrile